CC1(CN(C1)C1CC(C1)N1C(C2(CCNCC2)C2=CC=CC=C12)=O)C 1-((1s,3s)-3-(3,3-dimethylazetidin-1-yl)cyclobutyl)-2-oxospiro[indoline-3,4'-piperidine]